benzyl (3R,4S)-3-hydroxy-4-vinylpyrrolidine-1-carboxylate O[C@H]1CN(C[C@@H]1C=C)C(=O)OCC1=CC=CC=C1